COC1=C(C(=CC(=C1)C1=CN(C(C2=CN=CC=C12)=O)C)OC)CN1CCC2(CN(CCO2)C(COC=2C=C3C(N(C(C3=CC2)=O)C2C(NC(CC2)=O)=O)=O)=O)CC1 5-[2-(9-[[2,6-dimethoxy-4-(2-methyl-1-oxo-2,7-naphthyridin-4-yl)phenyl]methyl]-1-oxa-4,9-diazaspiro[5.5]undecan-4-yl)-2-oxoethoxy]-2-(2,6-dioxopiperidin-3-yl)isoindole-1,3-dione